N-{2-[3-(3-hydroxy-5,5-dimethylhexanamido)cyclopentyl]ethyl}-3-oxo-2H,3H-[1,2,4]triazolo[4,3-a]pyridine-8-carboxamide OC(CC(=O)NC1CC(CC1)CCNC(=O)C=1C=2N(C=CC1)C(NN2)=O)CC(C)(C)C